OC1(O[C@@H]([C@H]([C@@H]1O)O)CO)CNCC(=O)O ({[(3s,4s,5r)-2,3,4-trihydroxy-5-(hydroxymethyl)tetrahydro-2-furanyl]methyl}amino)acetic acid